C1(=CC=CC=C1)[O-].C1(=CC=CC=C1)O phenol, phenolate salt